methyl 3-[[2-[1-[(2,3-difluorophenyl)methyl]-5-oxopyrrolidin-2-yl]acetyl]amino]butyrate FC1=C(C=CC=C1F)CN1C(CCC1=O)CC(=O)NC(CC(=O)OC)C